C1(=CC=CC=C1)CC(=O)NC=1SC2=C(N1)C=CC(=C2)N(C(=O)NC2=CC=C(C=C2)Cl)CCN2CCOCC2 (2-Phenylacetamidobenzo[d]thiazol-6-yl)-1-[2-(4-morpholinyl)ethyl]-3-(4-chlorophenyl)urea